3',5-dipropenyl-3-acetamido-2,4'-dihydroxy-1,1'-biphenyl C(=CC)C=1C=C(C=CC1O)C1=C(C(=CC(=C1)C=CC)NC(C)=O)O